3-(4-((4-(4-((4-((3,4-dichloro-2-fluorophenyl)amino)-7-methoxyquinazolin-6-yl)oxy)piperidin-1-yl)-4-oxobutyl)thio)-1-oxoisoindolin-2-yl)piperidine-2,6-dione ClC=1C(=C(C=CC1Cl)NC1=NC=NC2=CC(=C(C=C12)OC1CCN(CC1)C(CCCSC1=C2CN(C(C2=CC=C1)=O)C1C(NC(CC1)=O)=O)=O)OC)F